CN(CCCOC1=CC=C(C=N1)C=1C=CC=2N(C1)C1=C(N2)C=CC=C1)C 2-(6-(3-(dimethylamino)propoxy)pyridin-3-yl)benzo[4,5]imidazo[1,2-a]pyridine